3-(benzyloxy)-8'-fluorospiro[cyclohexane-1,4'-isochroman]-3'-one C(C1=CC=CC=C1)OC1CC2(C(OCC3=C(C=CC=C23)F)=O)CCC1